(13R)-13-methyl-19-(oxan-2-yl)-7,10,14-trioxa-23-thia-4,19,20-triazatetracyclo[13.5.2.12,5.018,21]tricosa-1(20),2,4,15(22),16,18(21)-hexaene C[C@@H]1CCOCCOCC2=NC=C(C3=NN(C=4C=CC(O1)=CC34)C3OCCCC3)S2